1-(4-((4-((5-(furan-2-yl)-2-methoxyphenyl)amino)-7-(3-methoxypropoxy)quinazolin-6-yl)oxy)piperidin-1-yl)prop-2-en-1-one O1C(=CC=C1)C=1C=CC(=C(C1)NC1=NC=NC2=CC(=C(C=C12)OC1CCN(CC1)C(C=C)=O)OCCCOC)OC